1-(2-amino-3-methyl-5-(trifluoromethoxy)phenyl)-2-chloroethanone NC1=C(C=C(C=C1C)OC(F)(F)F)C(CCl)=O